rac-N-(6-Amino-5-methyl-3-pyridyl)-2-[(2S,5S)-4,4-difluoro-5-methyl-2-(6-methyl-3-pyridyl)-1-piperidyl]-2-oxo-acetamide NC1=C(C=C(C=N1)NC(C(=O)N1[C@@H](CC([C@H](C1)C)(F)F)C=1C=NC(=CC1)C)=O)C |r|